5-(quinolin-6-yl)-N-(2-azaspiro[3.3]heptane-6-yl)pyrrolo[2,1-f][1,2,4]triazin-2-amine N1=CC=CC2=CC(=CC=C12)C=1C=CN2N=C(N=CC21)NC2CC1(CNC1)C2